NCCNC=1C2=CC=CC=C2N=C2C=CC(=CC12)NC1=CC(=C(C=C1)Cl)Cl N9-(2-Aminoethyl)-N2-(3,4-dichlorophenyl)acridine-2,9-diamine